(2-azaspiro[3.3]heptan-6-yl)-6-(trifluoromethyl)pyridine-3-sulfonamide C1NCC12CC(C2)C2=NC(=CC=C2S(=O)(=O)N)C(F)(F)F